C1(CC1)C=1C2=C(C(N(C1)C1=CC(=CC=C1)C(C)(C1=NN=CN1C)F)=O)NC(=C2)CN2C[C@H](CCC2)C 4-cyclopropyl-6-[3-[1-fluoro-1-(4-methyl-1,2,4-triazol-3-yl)ethyl]phenyl]-2-[[(3S)-3-methylpiperidin-1-yl]methyl]-1H-pyrrolo[2,3-c]pyridin-7-one